7-(2-methoxyethoxy)-1-methyl-2-oxo-4-{4-[4-(trifluoromethoxy)phenoxy]piperidin-1-yl}-1,2-dihydroquinoline-3-carbonitrile COCCOC1=CC=C2C(=C(C(N(C2=C1)C)=O)C#N)N1CCC(CC1)OC1=CC=C(C=C1)OC(F)(F)F